C(C)(C)(C)OC(=O)N1CC2(C1)CC(C2)=CC=2C=NC(=CC2)C(F)(F)F.CO[Si](CCCN2CCN(CC2)CCC[Si](OC)(OC)OC)(OC)OC 1,4-bis(3-(trimethoxysilyl)propyl)piperazine Tert-Butyl-6-[[6-(trifluoromethyl)-3-pyridyl]methylene]-2-azaspiro[3.3]heptane-2-carboxylate